OC1=C(C=CC(=C1C)O)C(=O)C1=CC(=CC=C1)OC 1-(2,4-dihydroxy-3-methylphenyl)(3-methoxyphenyl)methanone